F[C@@H]1[C@H](CNC1)NC1=NC(=CC=C1)C1=CN=C2N1C=C(C=C2)OC(F)(F)F N-((3S,4S)-4-fluoro-pyrrolidin-3-yl)-6-(6-(trifluoromethoxy)-imidazo[1,2-a]pyridin-3-yl)pyridin-2-amine